NCCCCCCNCCCCCCN bis(6-aminohexyl)-amine